3-(THIOPHEN-2-YLMETHOXY)PROPANAL S1C(=CC=C1)COCCC=O